1,4-diazaspiro[4.5]decane N1CCNC12CCCCC2